5-(2',6'-dihydroxy-[1,1'-biphenyl]-4-yl)-1H-indole-3-carboxamide OC1=C(C(=CC=C1)O)C1=CC=C(C=C1)C=1C=C2C(=CNC2=CC1)C(=O)N